C1(CCCC1)C1=NN(C(=C1C(F)(F)F)C(=O)OC)CC1(CC(C1)(F)F)C Methyl 3-cyclopentyl-1-((3,3-difluoro-1-methylcyclobutyl)methyl)-4-(trifluoromethyl)-1H-pyrazole-5-carboxylate